ClC1=CN=C2C(=N1)N(C=C2CCOC)C(C)C 3-chloro-5-isopropyl-7-(2-methoxyethyl)pyrrolo[2,3-b]pyrazine